1,2-dichloro-3,3-difluoropropylene ClC=C(C(F)F)Cl